(S)-4-(3-amino-1-(isoquinolin-6-yl-amino)-1-oxopropan-2-yl)benzyl alcohol monotoluenesulfonate C(C1=CC=CC=C1)S(=O)(=O)OCC1=CC=C(C=C1)[C@H](C(=O)NC=1C=C2C=CN=CC2=CC1)CN